(3S,4S,5S)-3-(((benzyloxy)carbonyl)amino)-5-fluoro-4-methoxypiperidine-1-carboxylic acid tert-butyl ester C(C)(C)(C)OC(=O)N1C[C@@H]([C@@H]([C@H](C1)F)OC)NC(=O)OCC1=CC=CC=C1